2-(3-iodophenyl)-2-methyl-7-(3-methyl-2-oxooxazolidin-5-yl)heptanoic acid IC=1C=C(C=CC1)C(C(=O)O)(CCCCCC1CN(C(O1)=O)C)C